2-chloronicotinic acid dimethylammonium salt C[NH2+]C.ClC1=C(C(=O)[O-])C=CC=N1